3-((2,4-difluorophenyl)amino)benzo[d]isothiazole 1,1-dioxide FC1=C(C=CC(=C1)F)NC1=NS(C2=C1C=CC=C2)(=O)=O